[N].N1=CC=CC(=C1)C1N(C)CCC1 Nicotine Nitrogen